C1=CC=CC=2C3=CC=CC=C3C(C12)(C=1C=C2C=CC(=CC2=CC1)O)C=1C=C2C=CC(=CC2=CC1)O 6,6'-(9H-fluorene-9,9-diyl)bis(naphthalene-2-ol)